(S)-N-(5-chloropyridin-2-yl)-2-((2S,3R)-2-methyl-3-(1H-pyrazol-5-yl)piperidin-1-yl)propanamide ClC=1C=CC(=NC1)NC([C@H](C)N1[C@H]([C@@H](CCC1)C1=CC=NN1)C)=O